FC(C1=C(C(=CC=C1)F)N1CCC(CC1)N1C(N(C=2C([C@@H]1C)=CNN2)CC2=C(C=CC=C2)C(F)(F)F)=O)F (S)-5-[1-(2-difluoromethyl-6-fluoro-phenyl)-piperidin-4-yl]-4-methyl-7-(2-trifluoromethyl-benzyl)-2,4,5,7-tetrahydro-pyrazolo[3,4-d]pyrimidin-6-one